C(C)(C)(C)OC(N[C@@H]1C[C@H](C1)N(C(CN1N=C(C2=CC=CC=C12)C(N)=O)=O)CC(=O)NCC1=C(C(=CC=C1)Cl)F)=O ((trans)-3-(2-(3-carbamoyl-1H-indazol-1-yl)-N-(2-((3-chloro-2-fluorobenzyl)amino)-2-oxoethyl)acetamido)cyclobutyl)carbamic acid tert-butyl ester